BrC1=CC(=C(C(=O)O)C=C1)C=1C=NC(=CC1)CN1C(=NC=2C1=NC(=CC2C)C)CC 4-bromo-2-(6-((2-ethyl-5,7-dimethyl-3H-imidazo[4,5-b]pyridin-3-yl)methyl)pyridin-3-yl)benzoic Acid